C(CCC)C(CCC(=O)OCC(COC(CCCCN(C)C)=O)(COC(CCCCCCC)=O)COC(CCCCCCC)=O)C(CCCC)CCCC 3-((5-(Dimethylamino) pentanoyl)oxy)-2,2-bis((octanoyloxy) methyl)propyl 4,5-dibutylnonanoate